(1R*)-4-chloro-1-[(1R*,2R*)-2-oct-2-yn-1-ylcyclopropyl]but-2-yn-1-ol ClCC#C[C@H](O)[C@H]1[C@H](C1)CC#CCCCCC |o1:4,6,7|